C12C(C3CC(CC(C1)C3)C2)C(C(=O)N)CCC(=O)NCC(C)C ((1S,2R,5R)-adamantan-2-yl)-N5-isobutylglutaramide